C1CC12CCN(CC2)C2=C(C(=O)NC1=CC=NC3=CC(=CC=C13)OC)C=CC(=C2)NS(=O)(=O)CCO 6-azaspiro[2.5]octan-6-yl-4-(2-hydroxyethanesulfonylamino)-N-(7-methoxyquinolin-4-yl)benzamide